[4-(3,3,4,4,5,5,6,6,7,7,8,8,9,9,10,10,10-heptadecafluorodecyl)phenyl]diphenylphosphine FC(CCC1=CC=C(C=C1)P(C1=CC=CC=C1)C1=CC=CC=C1)(C(C(C(C(C(C(C(F)(F)F)(F)F)(F)F)(F)F)(F)F)(F)F)(F)F)F